1-(6-(1H-1,2,3-triazol-4-yl)pyridin-2-yl)ethan-1-one N1N=NC(=C1)C1=CC=CC(=N1)C(C)=O